O=C1OCCN1[C@@H]1C(=NN(C1)C(=O)N[C@H](C)C=1C=NC(=NC1)C(F)(F)F)C1=CC=C(C=C1)C (S)-4-(2-oxooxazolidin-3-yl)-3-(4-methylphenyl)-N-((R)-1-(2-(trifluoromethyl)pyrimidin-5-yl)ethyl)-4,5-dihydro-1H-pyrazol-1-carboxamide